S1C(=NC2=C1C=CC=C2)NC(=O)C=2C=CC=C1CCN(CC21)C2=CC=C(C(=N2)C(=O)NS(=O)(=O)C2=CC=C(C=C2)N2CCC(CC2)C(=O)O)C=2C=NN(C2C)CC(CC)CC 1-(4-(N-(6-(8-(benzo[d]thiazol-2-ylcarbamoyl)-3,4-dihydroisoquinolin-2(1H)-yl)-3-(1-(2-ethylbutyl)-5-methyl-1H-pyrazol-4-yl)picolinoyl)sulfamoyl)phenyl)piperidine-4-carboxylic acid